C(C)N1N=CC(=N1)C(C)OC=1C=2N(C=C(C1)C=1N=NN(C1C)C1CCNCC1)N=CC2C#N 4-[1-(2-Ethyltriazol-4-yl)ethoxy]-6-[5-methyl-1-(4-piperidyl)triazol-4-yl]pyrazolo[1,5-a]pyridine-3-carbonitrile